Tert-butyl 5-{[2-(4-chlorophenyl) imidazo[1,2-a]pyridin-3-yl] methyl}-2,5-diazabicyclo[2.2.2]octane-2-carboxylate ClC1=CC=C(C=C1)C=1N=C2N(C=CC=C2)C1CN1C2CN(C(C1)CC2)C(=O)OC(C)(C)C